C(CC)NCCC(=O)O 3-(PROPYLAMINO)PROPANOIC ACID